C(C)N(C(CC#N)=O)C1=CC=CC2=CC=CC=C12 N-ethyl-N-(1-naphthyl)-2-cyanoacetamide